CC1NC(CC(C1)OC=1SC2=C(N1)C(=CC(=C2)C=2C=C(C=1N(N2)C=C(N1)C)C)F)C 6-{2-[(2,6-Dimethylpiperidin-4-yl)oxy]-4-fluoro-1,3-benzothiazol-6-yl}-2,8-dimethylimidazo[1,2-b]pyridazin